tert-Butyl 7-{[4-(trifluoromethyl)phenyl] carbamoyl}-2,7-diazaspiro[3.5]nonane-2-carboxylate FC(C1=CC=C(C=C1)NC(=O)N1CCC2(CN(C2)C(=O)OC(C)(C)C)CC1)(F)F